9,9'-(4-(3,5-dimethylphenyl)-2,6-bis(3,6-diphenyl-9H-carbazol-9-yl)pyridine-3,5-diyl)bis(9H-carbazole-3,6-dicarbonitrile) CC=1C=C(C=C(C1)C)C1=C(C(=NC(=C1N1C2=CC=C(C=C2C=2C=C(C=CC12)C#N)C#N)N1C2=CC=C(C=C2C=2C=C(C=CC12)C1=CC=CC=C1)C1=CC=CC=C1)N1C2=CC=C(C=C2C=2C=C(C=CC12)C1=CC=CC=C1)C1=CC=CC=C1)N1C2=CC=C(C=C2C=2C=C(C=CC12)C#N)C#N